FC1=CC=C(CC=2N=NC(=NN2)CC2=CC=C(C=C2)F)C=C1 3,6-bis(4-fluorobenzyl)-1,2,4,5-tetrazine